[C@H]12CN(C[C@H](CC1)N2)C=2N=C(C(=C1C(=C(N=CC21)C2=CC(=CC1=CC=C(C(=C21)C#C)F)O)F)C)OC2COCC2 4-(8-((1R,5S)-3,8-diazabicyclo[3.2.1]octan-3-yl)-4-fluoro-5-methyl-6-((tetrahydrofuran-3-yl)oxy)-2,7-naphthyridin-3-yl)-5-ethynyl-6-fluoronaphthalen-2-ol